C(C)(=O)N1CCC(CC1)OC1=CC2=C(C(N(CCN2C)C[C@@H](CN2CC3=CC=CC=C3CC2)O)=O)C=C1 8-[(1-acetyl-4-piperidyl)oxy]-4-[(2R)-3-(3,4-dihydro-1H-isoquinolin-2-yl)-2-hydroxypropyl]-1-methyl-2,3-dihydro-1,4-benzodiazepin-5-one